Diethyl 1-[2-(2-naphthyl)-2-oxoethyl]-4-(trifluoromethyl)-1H-pyrazole-3,5-dicarboxylate C1=C(C=CC2=CC=CC=C12)C(CN1N=C(C(=C1C(=O)OCC)C(F)(F)F)C(=O)OCC)=O